C(C)(CC)C=1C(=C(C=C(C1)C(C)(C)C)N1N=C2C(=N1)C=CC=C2)O 2-(3'-sec-Butyl-5'-tert-butyl-2'-hydroxyphenyl)benzotriazol